(3-bromothien-2-yl)(4-(2-(methylamino)phenyl)piperazin-1-yl)methanone BrC1=C(SC=C1)C(=O)N1CCN(CC1)C1=C(C=CC=C1)NC